2-(2-(5-Cyclopropyl-3-(2,6-dichlorophenyl)isoxazol-4-yl)-7-azaspiro[3.5]non-1-en-7-yl)thiazolo[4,5-b]pyridin C1(CC1)C1=C(C(=NO1)C1=C(C=CC=C1Cl)Cl)C1=CC2(C1)CCN(CC2)C=2SC=1C(=NC=CC1)N2